BrC=1SC=C(N1)[C@H]1[C@@H](C1)C(=O)O Trans-2-(2-bromothiazol-4-yl)cyclopropanecarboxylic Acid